(1S)-1-[3-(3,5-difluorophenyl)-1,2,4-oxadiazol-5-yl]Ethylamine hydrochloride Cl.FC=1C=C(C=C(C1)F)C1=NOC(=N1)[C@H](C)N